N1N=CC=2C=NC=CC21 pyrazolo[4,3-C]pyridine